C(C)C=1C(=NC=CN1)S(=O)(=O)N ethylpyrazine-2-sulfonamide